COC=1C=C(CBr)C=CC1OCC1=CC=CC=C1 3-methoxy-4-benzyloxybenzyl bromide